(E)-1-(3-(4-((5-chloro-6-(3-(trifluoromethyl)phenoxy)pyridin-3-yl)amino)-pyrrolo[2,1-f][1,2,4]triazin-5-yl)azetidin-1-yl)-4-(dimethylamino)but-2-en-1-one ClC=1C=C(C=NC1OC1=CC(=CC=C1)C(F)(F)F)NC1=NC=NN2C1=C(C=C2)C2CN(C2)C(\C=C\CN(C)C)=O